6-chloro-4-oxo-1,4-dihydro-2-quinazolinecarboxylic acid ClC=1C=C2C(N=C(NC2=CC1)C(=O)O)=O